(8-(2,6-dioxopiperidin-3-yl)-2,2-dimethyl-7-oxo-2,3,4,7,8,9-hexahydropyrano[2,3-e]isoindol-4-yl)acetamide O=C1NC(CCC1N1C(C2=CC=C3C(=C2C1)OC(CC3CC(=O)N)(C)C)=O)=O